C(C)(=O)C=1C(=NC(=CN1)N)N1CCC2(CC1)CC1=CC=CC=C1C2 (3-acetyl-6-aminopyrazin-2-yl)-1,3-dihydrospiro[indene-2,4'-piperidine]